ClC=1C=CC(=C(C1)C(C=C)O)COC1=NC(=CC=C1)Cl 1-[5-chloro-2-[(6-chloro-2-pyridyl)oxymethyl]phenyl]prop-2-en-1-ol